O=C\1N(C2=CC=CC=C2/C1=C\1/NC2=CC=CC=C2C1=O)CN1CCN(CC1)C(=O)OC(C)(C)C tert-butyl 4-{[(2Z)-2',3-dioxo-1,3-dihydro-2,3'-biindol-1'(2'H)-yl]methyl}piperazine-1-carboxylate